C(=O)(OC(C)(C)C)NCCC(=O)O N-Boc-3-aminoPropionic acid